4-Methoxy-5-(1,1,1-trifluoropropan-2-yl)-1H-indazole COC1=C2C=NNC2=CC=C1C(C(F)(F)F)C